5-chloro-6-(hydroxymethyl)-2,3-dihydro-isoindol-1-one ClC=1C=C2CNC(C2=CC1CO)=O